5-(4-((1-(2-(4-(4-chloro-1,2-diphenylbut-1-en-1-yl)phenoxy)ethyl)piperidin-4-yl)methyl)-2,6-dimethylpiperazin-1-yl)-2-(2,6-dioxopiperidin-3-yl)-6-fluoroisoindoline-1,3-dione ClCCC(=C(C1=CC=CC=C1)C1=CC=C(OCCN2CCC(CC2)CN2CC(N(C(C2)C)C=2C=C3C(N(C(C3=CC2F)=O)C2C(NC(CC2)=O)=O)=O)C)C=C1)C1=CC=CC=C1